C(C1=CC=CC=C1)N1CCN(CC1)C1=NN2C(CN(CC2)C2=CN=C3C=CC(=NC3=C2)C=2C(=NNC2)C2=C(C=CC(=C2)Cl)F)=C1 7-[2-(4-benzylpiperazin-1-yl)-6,7-dihydro-4H-pyrazolo[1,5-a]pyrazin-5-yl]-2-[3-(5-chloro-2-fluoro-phenyl)-1H-pyrazol-4-yl]-1,5-naphthyridine